O=C1NC(CCC1N1C(C2=CC=C(C=C2C1=O)OCCOCCOCCOCCOCCOC=1C=CC=2NC3=CC=C(C=C3SC2C1)[N+](=O)[O-])=O)=O 2-(2,6-dioxopiperidin-3-yl)-5-((14-((7-nitro-10H-phenothiazin-3-yl)oxy)-3,6,9,12-tetraoxatetradecyl)oxy)isoindoline-1,3-dione